COC1=CC=C(CNC(CN2C(=CC(=C2)[N+](=O)[O-])C(=O)OCC)=O)C=C1 ethyl 1-(2-((4-methoxybenzyl)amino)-2-oxoethyl)-4-nitro-1H-pyrrole-2-carboxylate